propenyl phenyl ether sulfate ammonium salt [NH4+].S(=O)(=O)([O-])[O-].C1(=CC=CC=C1)OC=CC.[NH4+]